NC1=CC(=NN1)C#N 5-amino-1H-pyrazole-3-carbonitrile